5,6-Difluoro-2-((((trans)-4-hydroxycyclohexyl)thio)methyl)-7-(((cis)-3-methoxycyclobutyl)amino)quinazolin-4(3H)-one FC1=C2C(NC(=NC2=CC(=C1F)N[C@@H]1C[C@@H](C1)OC)CS[C@@H]1CC[C@H](CC1)O)=O